C(C)(C)(C)C=1C=C(C=C(C1O)C(C)(C)C)C(=O)C=1SC=CC1 (3,5-di-tert-butyl-4-hydroxyphenyl)(thiophen-2-yl)methanone